Z-5-decenal C(CCC\C=C/CCCC)=O